(5-(((3r,5s)-1-ethyl-5-methylpiperidin-3-yl)oxy)-1-oxoisoindolin-2-yl)piperidine-2,6-dione C(C)N1C[C@@H](C[C@@H](C1)C)OC=1C=C2CN(C(C2=CC1)=O)N1C(CCCC1=O)=O